methyl (S,E)-(1-((1-((4-((2,4-difluorobenzyl)oxy)-5,7-difluoro-1H-benzo[d]imidazol-2-yl)methyl)-2-oxo-1,2-dihydropyridin-3-yl)amino)-7-(dimethylamino)-1,7-dioxohept-5-en-2-yl)carbamate FC1=C(COC2=C(C=C(C=3NC(=NC32)CN3C(C(=CC=C3)NC([C@H](CC\C=C\C(=O)N(C)C)NC(OC)=O)=O)=O)F)F)C=CC(=C1)F